BrCC(CCC)C 1-Bromo-2-methylpentane